C1(=C(C=CC=C1)NS(=O)(=O)C1=CC=C(C=C1)S(=O)(=O)N(C)C)C1=CC=CC=C1 N1-([1,1'-biphenyl]-2-yl)-N4,N4-dimethylbenzene-1,4-disulfonamide